C(C)S(=O)(=O)C=1C=CC(=NC1C1=NC2=C(C=NC(=C2)C(F)(F)F)N1C)S(=O)(=O)NC(C)C 5-(Ethylsulfonyl)-N-isopropyl-6-[3-methyl-6-(trifluoromethyl)-3H-imidazo[4,5-c]pyridin-2-yl]pyridin-2-sulfonamid